7-bromofuro[3,2-c]pyridin-4(5H)-one BrC=1C2=C(C(NC1)=O)C=CO2